2-bromo-N,N-diethylethylamine hydrobromide CCN(CC)CCBr.Br